C(=O)O.C(=O)O.OCC1=CC(=NC(=C1)C)C 4-hydroxymethyl-2,6-dimethyl-pyridine diformate